[2-[2-(aminomethyl)-4-isopropyl-phenyl]sulfanylphenyl]methanol methyl-2-acetamido-5-(4,4,5,5-tetramethyl-1,3,2-dioxaborolan-2-yl)benzoate CC=1C(=C(C(=O)OCC2=C(C=CC=C2)SC2=C(C=C(C=C2)C(C)C)CN)C=C(C1)B1OC(C(O1)(C)C)(C)C)NC(C)=O